C1(=CC=CC=C1)N[C@@H]1C[C@@H](CC1)N (cis)-N1-phenylcyclopentane-1,3-diamine